1-((3,3-Difluoro-1-methylcyclobutyl)methyl)-3-(1-methoxycyclopropyl)-4-(trifluoromethyl)-1H-pyrazole-5-carboxylic acid FC1(CC(C1)(C)CN1N=C(C(=C1C(=O)O)C(F)(F)F)C1(CC1)OC)F